NCCCCN1C(C2=CC=CC=C2C1=O)=O 2-(4-aminobutyl)isoindoline-1,3-dione